C(C=C)(=O)OCCC[Si](OC)(CC)CC γ-acryloxypropyldiethylmethoxysilane